(3S)-3-[[(2S,4R)-1-[(2S)-2-[(1-fluorocyclopropanecarbonyl)amino]-3,3-dimethyl-butanoyl]-4-hydroxy-pyrrolidine-2-carbonyl]amino]-3-[4-(4-methylthiazol-5-yl)phenyl]propanoic acid FC1(CC1)C(=O)N[C@H](C(=O)N1[C@@H](C[C@H](C1)O)C(=O)N[C@@H](CC(=O)O)C1=CC=C(C=C1)C1=C(N=CS1)C)C(C)(C)C